SENECIATE C(C=C(C)C)(=O)[O-]